C(C)C(CCCN(C1=CC=NC2=CC=CC=C12)N)CCO 4-(4-ethyl-(2-hydroxyethyl)-amino-1-butylamino)quinoline